BrC1=C(C=CC=C1)C(C1=CN(C2=CC=CC=C12)C)C1=CN(C2=CC=CC=C12)C 3,3'-((2-bromophenyl)methylene)bis(1-methyl-1H-indole)